C=C1C=CC(C=C1)=O 4-methylenecyclohexa-2,5-dien-1-one